C1(=CC=CC=C1)N(C(=O)OCC1CCC(CC1)COCC(=O)O)C1=NC=CC=C1 2-(((1r,4r)-4-((phenyl(pyridin-2-yl)carbamoyloxy)methyl)cyclohexyl)methoxy)acetic acid